3-(4-bromo-1H-pyrazol-1-yl)-1-(oxetan-3-yl)piperidin-4-ol BrC=1C=NN(C1)C1CN(CCC1O)C1COC1